N[C@H]1CS(C2=C(N(C1=O)CC1=CC=C(C=C1)OCC(F)F)C=C(C(=C2)F)C=2OC(=NN2)C(C)(C)C)(=O)=O (3R)-3-amino-7-(5-tert-butyl-1,3,4-oxadiazol-2-yl)-5-[[4-(2,2-difluoroethoxy)phenyl]methyl]-8-fluoro-1,1-dioxo-2,3-dihydro-1λ6,5-benzothiazepin-4-one